C(C1=CC=CC=C1)SC1=CC=C(C=C1)NC([C@H](CC1=CC=CC=C1)N(C(C1=CC=C(C=C1)F)=O)C)=O (S)-N-(1-(4-(benzylsulfanyl)phenylamino)-1-oxo-3-phenylprop-2-yl)-4-fluoro-N-methylbenzamide